BrC1=CC2=C(N=C(S2)NC(OC(C)(C)C)=O)C=C1 Tert-butyl (6-bromobenzo[d]thiazol-2-yl)carbamate